N1=C(C=CC=C1)[NH-] pyridyl-Amide